ClC=1C(=C2C=NNC2=C(C1F)N(C1=NC=CC=N1)C)C1=CC=2N(C=C1)N=C(C2)NC(=O)[C@H]2[C@H](C2)F (1S,2S)-N-(5-(5-chloro-6-fluoro-7-(methyl-(pyrimidin-2-yl)amino)-1H-indazol-4-yl)pyrazolo[1,5-a]pyridin-2-yl)-2-fluorocyclopropane-1-carboxamide